4-Cyano-N-[(2S)-5-[[(1R,2S)-2-(4-fluorophenyl)cyclopropyl]amino]-1-[4-(2-methoxyethyl)piperazin-1-yl]-1-oxopentan-2-yl]benzamide C(#N)C1=CC=C(C(=O)N[C@H](C(=O)N2CCN(CC2)CCOC)CCCN[C@H]2[C@@H](C2)C2=CC=C(C=C2)F)C=C1